4-AMINO-6-FORMYL-2-TRIFLUOROMETHYL-QUINOLINE-3-CARBONITRILE NC1=C(C(=NC2=CC=C(C=C12)C=O)C(F)(F)F)C#N